3-(2-methylallyl)-1,2-benzenediol CC(CC1=C(C(=CC=C1)O)O)=C